ClC1=C(C=C(C=C1)[C@H]1C(CN(CC1)C1=C(C=C(C(=C1)OC)[N+](=O)[O-])F)(F)F)C (S)-4-(4-chloro-3-methylphenyl)-3,3-difluoro-1-(2-fluoro-5-methoxy-4-nitrophenyl)piperidine